NC=1C=C(C=NC1N)P(C)(C)=O (5,6-diaminopyridin-3-yl)dimethylphosphine oxide